C(C)(C)(C)OC(=O)N1C(CCC1)C=1OC(=NN1)C1=CC=C(C=C1)Cl 2-[5-(4-chlorophenyl)-1,3,4-oxadiazol-2-yl]Pyrrolidine-1-carboxylic acid tert-butyl ester